ClC1=CC2=C(N=C(S2)NC2=NC3=C(N2CC)C=CC=C3)C=C1 2-(6-Chloro-benzothiazol-2-ylamino)-1-ethyl-1H-benzoimidazole